C(CC)N1N=CC(=C1)C=1C2=C(N=C(N1)NC1=CC=C(C(=O)NCCCCNC(OC(C)(C)C)=O)C=C1)N(C=C2)S(=O)(=O)C2=CC=C(C)C=C2 tert-butyl (4-(4-((4-(1-propyl-1H-pyrazol-4-yl)-7-tosyl-7H-pyrrolo[2,3-d]pyrimidin-2-yl)amino)benzamido)butyl)carbamate